3-(4-nitrophenyl)-9-(piperidin-4-ylmethyl)-3,9-diazaspiro[5.5]undecane [N+](=O)([O-])C1=CC=C(C=C1)N1CCC2(CC1)CCN(CC2)CC2CCNCC2